ClC1=CC=C2C=CC=C3C4=CC=CC5=CC=CC(C1=C23)=C45 chloroperylene